(N,N'-diethyl)azodiisobutyramidine hydrochloride Cl.C(C)NC(C(C)(C)N=NC(C(=N)N)(C)C)=NCC